(S)-1-(4-(2-(4-((S)-2-acetoxy-3-(ethylsulfonyl)propoxy)-3,5-dichlorophenyl)propan-2-yl)phenoxy)-3-chloropropan-2-yl acetate C(C)(=O)O[C@@H](COC1=CC=C(C=C1)C(C)(C)C1=CC(=C(C(=C1)Cl)OC[C@@H](CS(=O)(=O)CC)OC(C)=O)Cl)CCl